methyl (S)-1-((4-(aminomethyl)phenyl)carbamoyl)-4-oxoazetidine-2-carboxylate 2,2,2-trifluoroacetate FC(C(=O)O)(F)F.NCC1=CC=C(C=C1)NC(=O)N1[C@@H](CC1=O)C(=O)OC